C1(=CC=CC=C1)N1N=CC(=C1)SC1=CC=C(S1)CNC(OCCCC)=O butyl ((5-((1-phenyl-1H-pyrazol-4-yl)thio)thiophen-2-yl)methyl)carbamate